CC1=CC2=CCN(C2=C1)C1=CC=CC=C1 2-Methyl-N-phenyl-4-azapentalen